FC1=C(C=CC(=C1)C#N)C1=CC=C(C(=C1)SCC(F)(F)F)C fluoro-4'-methyl-5'-((2,2,2-trifluoroethyl)thio)-[1,1'-biphenyl]-4-carbonitrile